(3-((2-(4-cyanophenyl)-5-ethynyl-7-azaindol-4-yl)amino)propyl)cyclobutylcarboxamide C(#N)C1=CC=C(C=C1)C=1NC2=NC=C(C(=C2C1)NCCCNC(=O)C1CCC1)C#C